F[C@@H]1C[C@H](CN(C1)C)N1CCN2N=CC=3C(=NN=C1C32)C3=C(C=C(C=C3)C(F)(F)F)OC (3R,5R)-5-(5-fluoro-1-methylpiperidin-3-yl)-8-(2-methoxy-4-(trifluoromethyl)phenyl)-4,5-dihydro-3H-2,2a,5,6,7-pentaazaacenaphthylene